CN([C@@H](CNC(=O)N1CC(C2=NC=CC=C21)(C)C)C2=CC=CC=C2)C (R)-N-(2-(dimethylamino)-2-phenylethyl)-3,3-dimethyl-2,3-dihydro-1H-pyrrolo[3,2-b]pyridine-1-carboxamide